Bis[silacyclobutyl-{2-(5-methyl-2-furyl)-4-phenyl-5-methyl-1-indenyl}{2-(5-methyl-2-furyl)-4-phenyl-5,6-dimethyl-1-indenyl}]zirconium [SiH]1(CCC1)C=1C(=C(C(=C2C(=C(C(C12)[Zr]C1C(=C(C2=C(C(=C(C(=C12)[SiH]1CCC1)C)C)C1=CC=CC=C1)C1C(=CC2=C(C(=CC=C12)C)C1=CC=CC=C1)C=1OC(=CC1)C)C=1OC(=CC1)C)C=1OC(=CC1)C)C1C(=CC2=C(C(=CC=C12)C)C1=CC=CC=C1)C=1OC(=CC1)C)C1=CC=CC=C1)C)C